isobutyl 2-dichlorophosphinobenzenesulfonate ClP(C1=C(C=CC=C1)S(=O)(=O)OCC(C)C)Cl